3-bromo-2-fluoro-6-nitro-N-[[(2S)-oxetan-2-yl]methyl]aniline BrC=1C(=C(NC[C@H]2OCC2)C(=CC1)[N+](=O)[O-])F